[Li+].C12CN(CC2C1)C1=CC=C(C=C1)[C@H](C)N1N=CC2=C(C=CC(=C12)C(=O)[O-])C#CC 1-((1S)-1-(4-(3-Azabicyclo[3.1.0]hexan-3-yl)phenyl)ethyl)-4-(propane-1-yn-1-yl)-1H-indazole-7-carboxylic acid lithium salt